1-[3-(2H-1,3-benzodioxol-5-yl)phenyl]-3-(4-chlorophenyl)urea O1COC2=C1C=CC(=C2)C=2C=C(C=CC2)NC(=O)NC2=CC=C(C=C2)Cl